FC(C(C(=O)C1OC2=C(CNC1)C=NC=C2C#N)(C)C)F (3,3-difluoro-2,2-dimethyl-propanoyl)-3,5-dihydro-2H-pyrido[3,4-f][1,4]oxazepine-9-carbonitrile